4-(N-(1-(1-(naphthalen-1-yl)ethyl)piperidin-4-yl)-N-(2-oxo-2-((2-oxo-2-(prop-2-yn-1-ylamino)ethyl)amino)ethyl)sulfamoyl)piperazin-1-yl-acetic acid C1(=CC=CC2=CC=CC=C12)C(C)N1CCC(CC1)N(S(=O)(=O)N1CCN(CC1)CC(=O)O)CC(NCC(NCC#C)=O)=O